3-chloro-4-(chlorosulfonyl)thiophene-2-carboxylic acid methyl ester COC(=O)C=1SC=C(C1Cl)S(=O)(=O)Cl